(R)-2-(3-((6-chloro-5-methylpyridazin-3-yl)amino)piperidin-1-yl)ethyl (4-nitrophenyl) carbonate C(OCCN1C[C@@H](CCC1)NC=1N=NC(=C(C1)C)Cl)(OC1=CC=C(C=C1)[N+](=O)[O-])=O